(2-fluorobenzyloxy)aniline FC1=C(CONC2=CC=CC=C2)C=CC=C1